1-methoxyethyl-3-methylimidazole hexafluorophosphate F[P-](F)(F)(F)(F)F.COC(C)C1=NC=CN1C